α-isodecyl-benzenemethanol C(CCCCCCC(C)C)C(O)C1=CC=CC=C1